FC1=CNC2=NC=CC(=C21)OC2=CC=C(C=C2)N2C(N(CC2=O)C=2C=NC=C(C2)C(F)(F)F)=O 3-{4-[(3-fluoro-1H-pyrrolo[2,3-b]pyridin-4-yl)oxy]phenyl}-1-[5-(trifluoromethyl)-3-pyridinyl]-2,4-imidazolidinedione